C(C)(C)(C)OC(=O)C1(CC1)N1N=C(C2=C(C1=O)SC(=C2)NC(C2=CC=CC=C2)C2=CC=CC=C2)C(C)C [2-(benzhydrylamino)-4-isopropyl-7-oxo-thieno[2,3-d]pyridazin-6-yl]cyclopropanecarboxylic acid tert-butyl ester